4-cyclobutyloxypyridine-2-carboxylic acid C1(CCC1)OC1=CC(=NC=C1)C(=O)O